2-[3-[3-(Difluoromethoxy)-4-[3-(hydroxymethyl)azetidine-1-carbonyl]-5-methoxy-phenyl]imidazo[1,2-a]pyridin-7-yl]-2-methyl-propionitrile FC(OC=1C=C(C=C(C1C(=O)N1CC(C1)CO)OC)C1=CN=C2N1C=CC(=C2)C(C#N)(C)C)F